N1CCC(CC1)CCC#CC1=C2C(NC(C2=CC=C1)=O)=O 4-(4-(piperidin-4-yl)but-1-yn-1-yl)isoindoline-1,3-dione